ON(C(=O)C1CN(C(C1)=O)C)CC1=C(C=C(C=C1)NC1=CC=C(C=C1)N1CCCCC1)C(F)(F)F N-hydroxy-1-methyl-5-oxo-N-(4-((4-(piperidin-1-yl)phenyl)amino)-2-(trifluoromethyl)benzyl)pyrrolidine-3-carboxamide